C(C)(C)(C)OC(=O)N1C(=CC2(CC(C2)(OC)OC)CC1)OS(=O)(=O)C(F)(F)F 2,2-dimethoxy-6-(((trifluoromethyl)sulfonyl)oxy)-7-azaspiro[3.5]non-5-ene-7-carboxylic acid tert-butyl ester